C1(=CC=CC=C1)S(=O)(=O)O.C1(=CC=CC=C1)S(=O)(=O)O.N1C=NC(=C1)CCNC(CC(=O)NCCC=1N=CNC1)=O N,N'-bis-[2-(1H-imidazol-4-yl)ethyl]propanediamide dibenzenesulfonate